ClC1=CC=C(C=C1)C=1NC=2N(C(C1)=O)N=C(C2C(=O)N2CC(C2)CF)C2=NC=CN=C2C 5-(4-chlorophenyl)-3-(3-(fluoromethyl)azetidine-1-carbonyl)-2-(3-methylpyrazin-2-yl)pyrazolo[1,5-a]pyrimidin-7(4H)-one